(1R,2R)-1-N,2-N-dimethyl-1-N-[2-(pyridin-4-yl)pyrido[3,4-d]pyrimidin-4-yl]cyclohexane-1,2-diamine CN([C@H]1[C@@H](CCCC1)NC)C=1C2=C(N=C(N1)C1=CC=NC=C1)C=NC=C2